4-[6-[5-bromo-3-(methoxymethoxy)-2-pyridinyl]pyridazin-3-yl]-2-methyl-piperazine-1-carboxylic acid tert-butyl ester C(C)(C)(C)OC(=O)N1C(CN(CC1)C=1N=NC(=CC1)C1=NC=C(C=C1OCOC)Br)C